N-((3R,4S)-3-Fluoro-1-(oxetan-3-yl)piperidin-4-yl)-5-(3-isopropyl-2-methyl-3H-imidazo[4,5-b]pyridin-5-yl)pyrrolo[2,1-f][1,2,4]triazin-2-amine F[C@@H]1CN(CC[C@@H]1NC1=NN2C(C=N1)=C(C=C2)C2=CC=C1C(=N2)N(C(=N1)C)C(C)C)C1COC1